C(C1=CC=CC=C1)OCCN1N=CC=C1C(=O)OCC ethyl 1-(2-(benzyloxy) ethyl)-1H-pyrazole-5-carboxylate